FC1=C(C=CC(=C1F)OCCCCCCCCCCCCCC)S(=O)(=O)C=1C=NC2=CC=C(C=C2C1N1CCC(CC1)N1CCC(CC1)N1CCN(CC1)CC)S(=O)C 3-((2,3-difluoro-4-(tetradecyloxy)phenyl)sulfonyl)-4-(4-(4-ethylpiperazin-1-yl)-[1,4'-bipiperidin]-1'-yl)-6-(methylsulfinyl)quinoline